methyl 2-(4-bromophenylsulfonamido)-5-formylbenzoate BrC1=CC=C(C=C1)S(=O)(=O)NC1=C(C(=O)OC)C=C(C=C1)C=O